Cl.NC(C1=CC=C(C#N)C=C1)C1=CC(=C(C=C1)F)Cl 4-(amino(3-chloro-4-fluorophenyl)methyl)benzonitrile hydrochloride